(4,6-dimethoxy-5-methyl-pyrimidin-2-yl)amine COC1=NC(=NC(=C1C)OC)N